C(C)N1C2CN(CC1C2)C2CCN(CC2)C2=CC(=C(C=C2)NC2=NC=NC(=C2)N2OCC[C@@H]2C2=CC=CC=C2)OC N-(4-(4-(6-ethyl-3,6-diazabicyclo[3.1.1]heptan-3-yl)piperidin-1-yl)-2-methoxyphenyl)-6-((R)-3-phenylisoxazolidin-2-yl)pyrimidin-4-amine